N-{2-fluoro-3-[6-oxo-4-(trifluoromethyl)-1,6-dihydropyrimidin-2-yl]-4-(trifluoromethyl)benzyl}-4-(imidazo[1,2-b]pyridazin-6-yl)benzamide FC1=C(CNC(C2=CC=C(C=C2)C=2C=CC=3N(N2)C=CN3)=O)C=CC(=C1C=1NC(C=C(N1)C(F)(F)F)=O)C(F)(F)F